2,2',2''-((2S,5S,8S,11S)-2,5,8,11-tetrakis((1H-imidazol-5-yl)methyl)-1,4,7,10-tetraazacyclododecane-1,4,7-triyl)triacetic acid N1C=NC=C1C[C@@H]1N(C[C@@H](NC[C@@H](N(C[C@@H](N(C1)CC(=O)O)CC1=CN=CN1)CC(=O)O)CC1=CN=CN1)CC1=CN=CN1)CC(=O)O